3-(2-chloro-3-(1,4-benzodioxan-6-yl)anilino)-5-(1,3-dithian-2-yl)-1-methylindazole ClC1=C(NC2=NN(C3=CC=C(C=C23)C2SCCCS2)C)C=CC=C1C1=CC2=C(OCCO2)C=C1